tertbutyl-acrylamide C(C)(C)(C)C(C(=O)N)=C